C(C)(C)(C)OC(=O)N1CC(C1)NC1=CC(=C(C=C1)C1=CN=C(S1)[C@@H]1CC[C@H](CC1)NC(=O)OC(C)C)S(NCC)(=O)=O trans-3-[3-(ethylsulfamoyl)-4-[2-[4-(isopropoxycarbonyl-amino)cyclohexyl]thiazol-5-yl]anilino]azetidine-1-carboxylic acid tert-butyl ester